tert-butyl (3-methylpent-4-en-1-yl)carbamate CC(CCNC(OC(C)(C)C)=O)C=C